4-(2-Amino-2-methylpropanoyl)-N-[1-(4-{[4-(2-aminoethyl)piperidin-1-yl]methyl}phenyl)-2-oxo-1,2-dihydropyrimidin-4-yl]piperazine-1-carboxamide hydrochloride salt Cl.NC(C(=O)N1CCN(CC1)C(=O)NC1=NC(N(C=C1)C1=CC=C(C=C1)CN1CCC(CC1)CCN)=O)(C)C